4-(2,6-dichlorobenzamido)-N-(1-((2-(2,4-dioxotetrahydropyrimidin-1(2H)-yl)-1-oxoisoindolin-5-yl)methyl)piperidin-4-yl)-1H-pyrazole-3-carboxamide ClC1=C(C(=O)NC=2C(=NNC2)C(=O)NC2CCN(CC2)CC=2C=C3CN(C(C3=CC2)=O)N2C(NC(CC2)=O)=O)C(=CC=C1)Cl